5-azapentadecan-15-oate CCCCNCCCCCCCCCC(=O)[O-]